ethyl 5-(1-tetrahydropyran-2-ylindazol-4-yl)pentanoate O1C(CCCC1)N1N=CC2=C(C=CC=C12)CCCCC(=O)OCC